C1=CC=C(C=C1)CC(C(=O)O)N The molecule is an aromatic amino acid that is alanine in which one of the methyl hydrogens is substituted by a phenyl group. It has a role as a Daphnia magna metabolite. It is an alpha-amino acid and an aromatic amino acid. It contains a benzyl group. It is a conjugate base of a phenylalaninium. It is a conjugate acid of a phenylalaninate.